(R)-N-(4-(N-isopropylsulfamoyl)phenyl)-2-(piperazin-1-yl)propenamide C(C)(C)NS(=O)(=O)C1=CC=C(C=C1)NC(C(=C)N1CCNCC1)=O